C1(CC1)C(CN)CC1=CC(=CC=C1)F 2-cyclopropyl-3-(3-fluorophenyl)propan-1-amine